6-(4-chlorobenzyl)-9-isopropyl-2-(2-methyl-pyridin-4-yl)-2,6,9-triazaspiro[4.5]decane-1,7,10-trione ClC1=CC=C(CN2C3(CCN(C3=O)C3=CC(=NC=C3)C)C(N(CC2=O)C(C)C)=O)C=C1